N1=C(C=CC(=C1)CNC1=C2N=CN(C2=NC(=N1)C=1C=NC=NC1)C(C)C)C=1C=NC=CC1 N-([2,3'-bipyridin]-5-ylmethyl)-9-isopropyl-2-(pyrimidin-5-yl)-9H-purin-6-amine